Cl.COC1=CC=C(C=C1)N1CCC(CC1)C(CC)N 1-(1-(4-methoxyphenyl)piperidin-4-yl)propan-1-amine hydrochloride